3-[[4-hydroxy-1-[(3R,4R)-3-phenyl-1-(5-pyrimidin-5-ylthiophene-2-carbonyl)piperidine-4-carbonyl]-4-piperidinyl]methyl]pyrido[3,2-d]pyrimidin-4-one OC1(CCN(CC1)C(=O)[C@H]1[C@@H](CN(CC1)C(=O)C=1SC(=CC1)C=1C=NC=NC1)C1=CC=CC=C1)CN1C=NC2=C(C1=O)N=CC=C2